1-(4-(3,5-difluorobenzyl)-3-oxo-3,4-dihydro-2H-benzo[b][1,4]oxazin-7-yl)-3-(1H-indol-6-yl)urea FC=1C=C(CN2C3=C(OCC2=O)C=C(C=C3)NC(=O)NC3=CC=C2C=CNC2=C3)C=C(C1)F